COC(=O)C=1C=NC(=CC1)NC1CCC2=NC=CC=C21 6-({5H,6H,7H-cyclopenta[b]pyridin-5-yl}amino)pyridine-3-carboxylic acid methyl ester